BrC=1N(C=CN1)C(=O)OC(C)(C)C tert-butyl 2-bromo-1H-imidazole-1-carboxylate